C(#N)\C(=C/C1=CC=C(C=C1)N(C1=CC=CC=C1)C1=CC=CC=C1)\C1=CC=C(C=C1)C1=CC=[NH+]C=C1 (Z)-4-(4-(1-cyano-2-(4-(diphenylamino)phenyl)vinyl)phenyl)pyridin-1-ium